(4-(4-amino-7-methyl-7H-pyrrolo[2,3-d]pyrimidin-5-yl)-2-fluorophenyl)-1,5-dimethyl-3-oxo-2-phenyl-2,3-dihydro-1H-pyrazole-4-carboxamide NC=1C2=C(N=CN1)N(C=C2C2=CC(=C(C=C2)NC(=O)C=2C(N(N(C2C)C)C2=CC=CC=C2)=O)F)C